C(C)(=O)C=1C(=NC(=NC1)N(CC1=CC=C(C=C1)OC)CC=1N=C2N(C=C(C=C2Br)C2CC2)C1)NC(=O)[C@@H]1[C@H](C1)C1=NC=CC(=N1)C |r| rac-(1S*,2S*)-N-(5-acetyl-2-(((8-bromo-6-cyclopropylimidazo[1,2-a]pyridin-2-yl)methyl)(4-methoxybenzyl)amino)pyrimidin-4-yl)-2-(4-methylpyrimidin-2-yl)cyclopropane-1-carboxamide